C(#N)[C@H](C[C@H]1C(NCCC1)=O)NC(=O)[C@@H]1N(C[C@@H]2[C@H]1CC(C2)(F)F)C(=O)C=2NC1=C(C=CC(=C1C2)C(F)F)Cl (1R,3aS,6aR)-N-((S)-1-cyano-2-((S)-2-oxopiperidin-3-yl)ethyl)-2-(4-(difluoromethyl)-7-chloro-1H-indole-2-carbonyl)-5,5-difluorooctahydrocyclopenta[c]pyrrole-1-carboxamide